C(C)(C)(C)OC(=O)N1CC(C(CC1)C(=O)O)F 1-(tert-Butyloxycarbonyl)-3-fluoropiperidine-4-carboxylic acid